N-(2-Hydroxyethyl)-morpholine N-oxide OCC[N+]1(CCOCC1)[O-]